C1(=CC=CC=C1)NC1CCCC12C(CCC2)NC2=CC=CC=C2 N1,N6-diphenylspiro[4.4]Nonane-1,6-diamine